7-methyl-8-aminoimidazo[1,2-a]pyridine CC1=C(C=2N(C=C1)C=CN2)N